(3R,4R,5R)-3,4-bis((tert-butyldimethylsilyl)oxy)-5-(((tert-butyldimethylsilyl)oxy)methyl)tetrahydrofuran-2-ol [Si](C)(C)(C(C)(C)C)O[C@H]1C(O[C@@H]([C@H]1O[Si](C)(C)C(C)(C)C)CO[Si](C)(C)C(C)(C)C)O